CC=1C=CC=2C(C3=CC=C(C=C3OC2C1)C)NC(=O)C=1C(NC(=C(C1)N1CCN(CC1)CC)C(F)(F)F)=O N-(3,6-dimethyl-9H-xanthen-9-yl)-5-(4-ethylpiperazin-1-yl)-2-oxo-6-(trifluoromethyl)-1,2-dihydropyridine-3-carboxamide